2-{5-[(tert-butylamino)pyrrolidin-1-yl]pyrazin-2-yl}-5-(1-methyl-1H-pyrazol-4-yl)phenol C(C)(C)(C)NC1N(CCC1)C=1N=CC(=NC1)C1=C(C=C(C=C1)C=1C=NN(C1)C)O